O=C1NC(CCC1N1C(C2=CC=C(C=C2C1=O)N1CC2(CN(C2)C(=O)OCC2=CC=CC=C2)C1)=O)=O benzyl 6-[2-(2,6-dioxo-3-piperidyl)-1,3-dioxo-isoindolin-5-yl]-2,6-diazaspiro[3.3]heptane-2-carboxylate